(S)-5-chloro-2-(4-ethyl-2-methylpiperazin-1-yl)pyridin-4-amine ClC=1C(=CC(=NC1)N1[C@H](CN(CC1)CC)C)N